FC1=C(C=CC=C1F)CS(=O)(=O)NC1=C(N=CS1)C(=O)O 5-{[(2,3-difluorophenyl)methyl]sulfonylamino}-1,3-thiazole-4-carboxylic acid